Trans-4-amino-N-[(3S)-6-(2-cyanocyclopropyl)-5-fluoro-2,3-dihydrobenzofuran-3-yl]-7-fluoro-N,3-dimethyl-imidazo[1,5-a]quinoxaline-8-carboxamide NC=1C=2N(C3=CC(=C(C=C3N1)F)C(=O)N(C)[C@@H]1COC3=C1C=C(C(=C3)[C@H]3[C@@H](C3)C#N)F)C=NC2C